3-methyl-2-{methyl-[3-(prop-2-enoyl)-1-oxa-3,8-diazaspiro[4.5]decane-8-carbonyl]amino}butanamide CC(C(C(=O)N)N(C(=O)N1CCC2(CN(CO2)C(C=C)=O)CC1)C)C